[Cl-].[Cl-].C[SiH](C)[Zr+2](C1C=CC=C1)C1C=CC=C1 dimethylsilylbis(cyclopentadienyl)zirconium dichloride